C1(=CC=C(C=C1)C[C@H](C(=O)N)NC(=O)[C@H]1N(C[C@@H](C1)O)C([C@H](C(C)C)N1N=NC(=C1C)C)=O)C1=CC=CC=C1 (2S,4R)-N-((R)-3-([1,1'-biphenyl]-4-yl)-1-amino-1-oxopropan-2-yl)-1-((S)-2-(4,5-dimethyl-1H-1,2,3-triazol-1-yl)-3-methylbutanoyl)-4-hydroxypyrrolidine-2-carboxamide